2-(azetidin-1-ylmethyl)butanoic acid ethyl ester C(C)OC(C(CC)CN1CCC1)=O